(S)-2-[4-bromo-2-(5-methyl-3-isoxazolyl)phenoxy]propionic acid BrC1=CC(=C(O[C@H](C(=O)O)C)C=C1)C1=NOC(=C1)C